NCC1CN(C1)C(=O)[O-] 3-(aminomethyl)azetidin-1-carboxylate